C(CC)C(COC(=O)C1C(CCCC1)C(=O)OCC(CCCCC)CCC)CCCCC di(2-propylheptyl)-1,2-cyclohexanedicarboxylate